C(C)(C)N1N=NC=2C=CC=3C=NC(=NC3C21)NC2CCN(CC2)C 4-((1-isopropyl-1H-[1,2,3]triazolo[4,5-h]quinazolin-8-yl)amino)-N-methylpiperidin